C(C)(C)(C)OC(=O)N(C(OC(C)(C)C)=O)CC=1C(N(N=CC1Cl)C(C(=O)NC1=NC(=C(C=C1)C)S(NCCC1=NC=CC=C1)(=O)=O)C)=O tert-butyl (tert-butoxycarbonyl)((5-chloro-2-(1-((5-methyl-6-(N-(2-(pyridin-2-yl)ethyl)sulfamoyl)pyridin-2-yl)amino)-1-oxopropan-2-yl)-3-oxo-2,3-dihydropyridazin-4-yl)methyl)carbamate